tert-butyl 6-methoxy-4,5-dihydropyrrolo[4,3,2-de]quinoline-1(3H)carboxylate COC1=CC=C2C=3C(CCNC13)=CN2C(=O)OC(C)(C)C